ClC1=CC=C(CS(=O)(=O)C=2OC(=CN2)C2=CC=C(C=C2)Cl)C=C1 2-((4-chlorobenzyl)sulfonyl)-5-(4-chlorophenyl)oxazole